C(C)(C)(C)OC(N[C@@H]1[C@@H](OCC12CCN(CC2)C2=CN=C1C(=N2)N(N=C1I)C1OCCCC1)C)=O (3S,4S)-8-(3-iodo-1-(tetrahydro-2H-pyran-2-yl)-1H-pyrazolo[3,4-b]pyrazin-6-yl)-3-methyl-2-oxa-8-azaspiro[4.5]decan-4-ylcarbamic acid tert-butyl ester